α-t-pentylstyrene C(C)(C)(CC)C(=C)C1=CC=CC=C1